NC=1C(=NC(=NC1)NC1(CCOCC1)C)NC1CCC(CC1)C(=O)N (1s-4s)-4-((5-amino-2-((4-methyltetrahydro-2H-pyran-4-yl)amino)pyrimidin-4-yl)amino)cyclohexane-1-carboxamide